N-(2-hydroxy-1-phenylethyl)-1-(5-methyl-2-((tetrahydro-2H-pyran-4-yl)amino)pyrimidin-4-yl)-1H-pyrrole-3-carboxamide OCC(C1=CC=CC=C1)NC(=O)C1=CN(C=C1)C1=NC(=NC=C1C)NC1CCOCC1